Cl.OCCN1C([C@H]2NC[C@@H](OC3=CC=CC(C4=CC=CC5=NN(C(CCC1)=C45)C)=C3)C2)=O (8S,11S)-13-(2-hydroxyethyl)-18-methyl-7-oxa-10,13,18,19-tetraazapentacyclo[15.6.1.12,6.18,11.020,24]hexacosan-1(23),2(26),3,5,17(24),19,21-heptaen-12-one, hydrochloride